tert-Butyl (4-(5-chloro-7-((3S,4S)-3-(dimethylamino)-4-hydroxypyrrolidin-1-yl)-1,3-dihydrofuro[3,4-f]quinolin-4-yl)-3-cyano-7-fluorothieno[3,2-c]pyridin-2-yl)carbamate ClC=1C(=C2C(=C3C=CC(=NC13)N1C[C@@H]([C@H](C1)O)N(C)C)COC2)C2=NC=C(C1=C2C(=C(S1)NC(OC(C)(C)C)=O)C#N)F